arginine (diacetyl)-diethylaminoethyl ester hydrochloride Cl.C(C)(=O)C(COC([C@@H](N)CCCNC(N)=N)=O)(N(CC)CC)C(C)=O